N-(2-{3-[(4-methanesulfonyl-2-methoxyphenyl)amino]prop-1-yn-1-yl}-3-(2,2,2-trifluoroethyl)imidazo[1,2-a]pyridin-8-yl)-2-methyl-2-azaspiro[3.3]heptan-6-amine CS(=O)(=O)C1=CC(=C(C=C1)NCC#CC=1N=C2N(C=CC=C2NC2CC3(CN(C3)C)C2)C1CC(F)(F)F)OC